4-(7-fluoroimidazo[1,2-a]pyridin-3-yl)-7-((5-(4-hydroxy-4-methylpiperidin-1-yl)pyridin-2-yl)amino)isoindolin-1-one FC1=CC=2N(C=C1)C(=CN2)C2=C1CNC(C1=C(C=C2)NC2=NC=C(C=C2)N2CCC(CC2)(C)O)=O